ClC1=CC=C(C=N1)S(=O)(=O)N1CCC(CC1)C=1C(=CC=2N(C1)C=CN2)C 6-(1-((6-chloropyridin-3-yl)sulfonyl)piperidin-4-yl)-7-methylimidazo[1,2-a]pyridine